ClCCC[C@@H](O)C=1C=C(C=CC1)C |r| racemic-4-chloro-1-(3-tolyl)-1-butanol